5-{6-[2-(2-Cyano-6,7-difluoro-4-methoxy-indol-1-yl)-ethylamino]-pyrimidin-4-yl}-3-ethoxy-thiophen C(#N)C=1N(C2=C(C(=CC(=C2C1)OC)F)F)CCNC1=CC(=NC=N1)C1=CC(=CS1)OCC